FC=1C(=NC(=NC1)NC1=NC=C(C=C1)C1CCN(CC1)C)C=1C=C2C3(C(=NC2=C(C1)F)C)CCCC3 5-fluoro-4-(7'-fluoro-2'-methylspiro[cyclopentane-1,3'-indole]-5'-yl)-N-(5-(1-methylpiperidine-4-yl)pyridine-2-yl)pyrimidine-2-amine